tert-butyl-((1,3-dibromopropan-2-yl)oxy)dimethylsilane C(C)(C)(C)[Si](C)(C)OC(CBr)CBr